FC1=CC2=C(OC3=C2C=CC(=C3)C3=CCC(CC3)CCC)C(=C1C(F)(F)F)F 2,4-difluoro-7-(4-n-propylcyclohexen-1-yl)-3-(trifluoromethyl)dibenzofuran